5-bromo-7-nitro-1,2,3,4-tetrahydroquinoline BrC1=C2CCCNC2=CC(=C1)[N+](=O)[O-]